ClC=1C=CC2=C(C(C=C(O2)C(=O)NC23CC(C2)(C3)NC(COC3=CC(=C(C=C3)Cl)F)=O)=O)C1 6-chloro-N-{3-[2-(4-chloro-3-fluorophenoxy)acetamido]bicyclo[1.1.1]pentan-1-yl}-4-oxo-4H-1-benzopyran-2-carboxamide